4-[4-[2,3-difluoro-4-(4,4,5,5-tetramethyl-1,3,2-dioxaborolan-2-yl)phenyl]-5-methyl-pyrazol-1-yl]-2-methyl-butan-2-ol FC1=C(C=CC(=C1F)B1OC(C(O1)(C)C)(C)C)C=1C=NN(C1C)CCC(C)(O)C